Ethyl 2-((2-nitro-4-(4-(3-(trifluoromethyl)phenyl)piperazine-1-carbonyl)phenyl)sulfinyl)acetate [N+](=O)([O-])C1=C(C=CC(=C1)C(=O)N1CCN(CC1)C1=CC(=CC=C1)C(F)(F)F)S(=O)CC(=O)OCC